(R)-3-(tert-butyl)-N-(1-(2-methyl-4-(6-(5-(piperazin-1-yl)pyridin-2-yl)-7H-pyrrolo[2,3-d]pyrimidin-4-yl)phenyl)ethyl)-1,2,4-oxadiazole-5-carboxamide, hydrochloride salt Cl.C(C)(C)(C)C1=NOC(=N1)C(=O)N[C@H](C)C1=C(C=C(C=C1)C=1C2=C(N=CN1)NC(=C2)C2=NC=C(C=C2)N2CCNCC2)C